ClC1=C(C=C(C=C1)N1C(CCCC12CCN(CC2)C(NO)=N)=O)F 1-(4-chloro-3-fluorophenyl)-N-hydroxy-2-oxo-1,9-diazaspiro[5.5]undecane-9-carboximidamide